tert-butyl N-[3-(cyclopropanecarbonyl amino)-cyclobutyl]-carbamate C1(CC1)C(=O)NC1CC(C1)NC(OC(C)(C)C)=O